2-aminobenzo[d]thiazole-6-sulfonyl chloride NC=1SC2=C(N1)C=CC(=C2)S(=O)(=O)Cl